N[C@@H](C)C(=O)O.C(CCCCCCC)N1CN(C=C1)C 1-octyl-3-methylimidazole-L-alanine salt